C1(=CC=CC=C1)N(C1=CC=C(C=C1)C=CC=1C2=CC=CC=C2C=C2C=CC=CC12)C1=CC=CC=C1 1-(4-(diphenyl-amino)phenyl)-2-(9-anthryl)ethylene